(R)-1-(4-(3-methyl-4-(((1-phenylethoxy)carbonyl)amino)isothiazol-5-yl)phenyl)cyclopropane-1-carboxylic acid methyl ester COC(=O)C1(CC1)C1=CC=C(C=C1)C1=C(C(=NS1)C)NC(=O)O[C@H](C)C1=CC=CC=C1